2,2-di-p-tolyl-ethylene C1(=CC=C(C=C1)C(=C)C1=CC=C(C=C1)C)C